N-(3-((2-((3-methyl-1-(1-methylpiperidin-4-yl)-1H-pyrazol-4-yl)amino)-5-(trifluoromethyl)pyrimidin-4-yl)amino)propyl)pivalamide CC1=NN(C=C1NC1=NC=C(C(=N1)NCCCNC(C(C)(C)C)=O)C(F)(F)F)C1CCN(CC1)C